2-(8-(2-(pyridin-4-yl)pyrido[3,4-d]pyrimidin-4-yl)-2,8-diazaspiro[4.5]decan-2-yl)cyclobutanone N1=CC=C(C=C1)C=1N=C(C2=C(N1)C=NC=C2)N2CCC1(CCN(C1)C1C(CC1)=O)CC2